3-(2-amino-3-methylpyridin-4-ylamino)-N-(4-(pyridin-4-ylamino)pyridin-2-yl)benzamide NC1=NC=CC(=C1C)NC=1C=C(C(=O)NC2=NC=CC(=C2)NC2=CC=NC=C2)C=CC1